C1(CCCCC1)C1=CC=C(C=C1)C1=NC(=NO1)C1=CC2=C(N(N=N2)C(C)C)C=C1 5-(4-cyclohexylphenyl)-3-(1-isopropyl-1H-benzo[d][1,2,3]triazol-5-yl)-1,2,4-oxadiazole